C(C)(C)(C)C1=C(C=C(C=O)C=C1)C=O 4-t-butylisophthalaldehyde